triethylene glycol monobutyl ether mono-p-toluenesulfonate CC1=CC=C(C=C1)S(=O)(=O)OCCOCCOCCOCCCC